C(C)C1=NC2=CC=C(C=C2NC1=O)CN1CCN(CC1)C=1C=CC(=NC1C(F)(F)F)C(=O)NC 5-[4-[(2-ethyl-3-oxo-4H-quinoxalin-6-yl)methyl]piperazin-1-yl]-N-methyl-6-(trifluoromethyl)pyridine-2-carboxamide